C1(CC1)C1=C(C(=O)Cl)C=CC=C1 cyclopropyl-benzoyl chloride